ClC1=C(C=CC=C1)CC(=O)NC1=CC(=C(C=C1)COC1CCC1)S(N)(=O)=O 2-(2-chlorophenyl)-N-(4-(cyclobutoxymethyl)-3-sulfamoylphenyl)acetamide